(R)-5-(4-(3-(4-ethoxy-3-methoxyphenyl)-1,2,4-oxadiazol-5-yl)piperidine-1-carbonyl)-3-phenyloxazolidin-2-one C(C)OC1=C(C=C(C=C1)C1=NOC(=N1)C1CCN(CC1)C(=O)[C@H]1CN(C(O1)=O)C1=CC=CC=C1)OC